N-(3-chloro-2-methylphenyl)-4-hydroxy-2-oxo-1,2,5,6-tetrahydropyridine-3-carbothioamide ClC=1C(=C(C=CC1)NC(=S)C=1C(NCCC1O)=O)C